OCCC#CCCC(OCC)OC(CCC#CCCO)OCC 6-hydroxy-3-hexynylethoxymethyl ether